BrC1=C(C(=C(C(=C1F)F)F)F)SCC1=CC=C(C=C1)OC (2-bromo-3,4,5,6-tetrafluorophenyl)(4-methoxybenzyl)sulfane